C(CC)SC1=NC(=NC(=N1)S)N propyl-amino-1,3,5-triazine-2,4-dithiol